C1CCC=2CCCCCC12 1,2,3,4,5,6,7,8-octahydroazulene